(4-bromophenyl)quinazoline-2,4-diamine BrC1=CC=C(C=C1)C1=C2C(=NC(=NC2=CC=C1)N)N